2'-Benzyloxy-4-carboxy-6'-hydroxychalcone C(C1=CC=CC=C1)OC1=C(C(/C=C/C2=CC=C(C=C2)C(=O)O)=O)C(=CC=C1)O